C[Si](OC(C#C)(C)C)(OC(C#C)(C)C)OC(C#C)(C)C methyl-tris(3-methyl-1-butyne-3-oxy)silane